COC1=C(C=C(C=C1)CCC)C1=NOC(=C1)CN1C[C@@H](O[C@@H](C1)C)C (2S,6R)-4-((3-(2-methoxy-5-propylphenyl)isoOxazol-5-yl)methyl)-2,6-dimethylmorpholine